(S)-3'-amino-6''-cyclopropyl-N-(3,3,3-trifluoro-2-hydroxypropyl)-[3,2':6',3''-terpyridine]-4'-carboxamide NC=1C(=NC(=CC1C(=O)NC[C@@H](C(F)(F)F)O)C=1C=NC(=CC1)C1CC1)C=1C=NC=CC1